4-((2-((1-(1,4-dimethyl-1H-pyrazol-3-yl)cyclobutyl)amino)-3,4-dioxocyclobut-1-en-1-yl)amino)-3-hydroxy-N,N-dimethylpicolinamide CN1N=C(C(=C1)C)C1(CCC1)NC1=C(C(C1=O)=O)NC1=C(C(=NC=C1)C(=O)N(C)C)O